2-methoxy-N-[2-(4-methoxyphenyl)-1,3-benzoxazol-5-yl]benzamide COC1=C(C(=O)NC=2C=CC3=C(N=C(O3)C3=CC=C(C=C3)OC)C2)C=CC=C1